4-benzyl-2-(cyanomethyl)-3-oxo-3,4-dihydro-2H-benzo[b][1,4]thiazine-6-carboxylic acid C(C1=CC=CC=C1)N1C2=C(SC(C1=O)CC#N)C=CC(=C2)C(=O)O